CN(C(CCCCCCCCCCCC)=O)C N,N-dimethyltridecanamide